(Z)-N'-((2-chloropropanoyl)oxy)-5-methoxynicotinimidamide ClC(C(=O)O\N=C(\C1=CN=CC(=C1)OC)/N)C